FC(OC1=CC=C(O[C@H]2CCNCCC2)C=C1)(F)F |r| (rac)-4-[4-(trifluoromethoxy)phenoxy]azepane